NC12CCC(CC1)(CC2)N diaminobicyclo[2.2.2]octane